3-Deaza-3-bromoadenosine BrC1=CN=C(C=2N=CN([C@H]3[C@H](O)[C@H](O)[C@@H](CO)O3)C12)N